BrC=1C=CC(=NC1)C1=NC2=CC(=CC=C2C(=C1)C(=O)N1CCOCC1)Cl (2-(5-bromopyridin-2-yl)-7-chloroquinolin-4-yl)(morpholino)methanone